COC=1C=C(C=CC1OC)C=1NC2=CC=C(C=C2C1C(C)C)C1CCN(CC1)C(CNCC(CO)(C)C)=O 1-(4-(2-(3,4-dimethoxyphenyl)-3-isopropyl-1H-indol-5-yl)piperidin-1-yl)-2-((3-hydroxy-2,2-dimethylpropyl)amino)ethan-1-one